C(C)(C)(C)OC(=O)N1CCN(CC1)C=1C=NN2C1C=CC(=C2)C=2N=CN(C2)CCO 4-{6-[1-(2-hydroxyethyl)imidazol-4-yl]pyrazolo[1,5-a]pyridin-3-yl}piperazine-1-carboxylic acid tert-butyl ester